N-[(2E)-3-(1H-imidazol-5-yl)prop-2-enoyl]-L-tryptophan N1C=NC=C1/C=C/C(=O)N[C@@H](CC1=CNC2=CC=CC=C12)C(=O)O